ClC1=CC=C(CN2C3=C(C4=C(C2=O)CN(C4)CC=4C=C(C#N)C=CC4)C=NN3)C=C1 3-((4-(4-Chlorobenzyl)-5-oxo-4,5,6,8-tetrahydropyrazolo[3,4-b]pyrrolo[3,4-d]pyridin-7(3H)yl)methyl)benzonitrile